ethyl 2-(1-bromoethyl)-5-methoxy-1-methyl-6-oxopyrimidine-4-carboxylate BrC(C)C=1N(C(C(=C(N1)C(=O)OCC)OC)=O)C